(4-(2-chlorophenyl)thiazol-2-yl)-5-(1,1-dioxido-tetrahydro-2H-thiopyran-4-yl)picolinamide ClC1=C(C=CC=C1)C=1N=C(SC1)C=1C(=NC=C(C1)C1CCS(CC1)(=O)=O)C(=O)N